1-(2-((4-fluorophenyl)amino)-5-methylpyrimidin-4-yl)-4-methyl-1H-pyrrole-3-carboxamide FC1=CC=C(C=C1)NC1=NC=C(C(=N1)N1C=C(C(=C1)C)C(=O)N)C